difluoro-2-methyl-quinoxaline FC1=C2N=C(C(=NC2=CC=C1)C)F